tert-butyl (1R,5S)-3-[[1-(2,6-dioxo-3-piperidyl)-3-methyl-2-oxo-benzimidazol-4-yl]methyl]-3,8-diazabicyclo[3.2.1]octane-8-carboxylate O=C1NC(CCC1N1C(N(C2=C1C=CC=C2CN2C[C@H]1CC[C@@H](C2)N1C(=O)OC(C)(C)C)C)=O)=O